(R)-4-((3R,5R,8R,9S,10S,12S,13R,14S,17R)-3-((dimethylglycyl)oxy)-12-hydroxy-10,13-dimethylhexadecahydro-1H-cyclopenta[a]phenanthren-17-yl)pentanoic acid CN(CC(=O)O[C@@H]1CC[C@@]2([C@H]3C[C@@H]([C@@]4([C@H](CC[C@H]4[C@@H]3CC[C@@H]2C1)[C@@H](CCC(=O)O)C)C)O)C)C